(3E)-1-chloro-12,12-dioctyloxy-3-dodecene ClCC\C=C\CCCCCCCC(OCCCCCCCC)OCCCCCCCC